FC=1C=CC(=C(C(=O)OC)C1)N[C@H](C)C=1C=C(C=C2C(C=C(OC12)C1=CC=C2C=NN(C2=C1)C)=O)C Methyl 5-fluoro-2-[[(1R)-1-[6-methyl-2-(1-methylindazol-6-yl)-4-oxo-chromen-8-yl]ethyl]amino]benzoate